C(C)C1(C(=NC2=C(C=C(C=C12)C1=NC=NC=C1F)F)C)C 4-(3-ethyl-7-fluoro-2,3-dimethyl-3H-indol-5-yl)-5-fluoropyrimidine